O1OPOOC12CCPCC2 Tetraoxa-3,9-diphosphaspiro[5.5]undecane